(trifluoromethyl)-[4,4'-bipyridine] FC(F)(F)C1=NC=CC(=C1)C1=CC=NC=C1